1-(4-(2-hydroxyethyl)phenyl)-1H-1,2,3-triazol OCCC1=CC=C(C=C1)N1N=NC=C1